Cl[Ti](OC(C)C)(OC(C)C)OC(C)C chloro(triisopropoxy)titanium (IV)